C1(CC1)C(=O)\C(\C#N)=C(\C1=CC(=C(C(=C1)[N+](=O)[O-])O)OC)/O (Z)-2-(cyclopropanecarbonyl)-3-hydroxy-3-(4-hydroxy-3-methoxy-5-nitrophenyl)acrylonitrile